N-ethyl-N-methyl-2-oxo-2-(5,6,7-trifluoro-1H-indol-3-yl)acetamide C(C)N(C(C(C1=CNC2=C(C(=C(C=C12)F)F)F)=O)=O)C